(3R)-3-fluoropyrrolidine-1-sulfonamide F[C@H]1CN(CC1)S(=O)(=O)N